(5-phenyl-1,3,4-thiadiazol-2-yl)methyl 1-(2,6-dimethylpyridin-3-yl)-1H-1,2,3-triazole-4-carboxylate CC1=NC(=CC=C1N1N=NC(=C1)C(=O)OCC=1SC(=NN1)C1=CC=CC=C1)C